2-ethylhexyl thiophosphite P(SCC(CCCC)CC)([O-])[O-]